C(CCC)C=1C(=C(C(=O)N)C=C(C1F)N1C(N(C(N(C1=O)C)=S)C)=O)Cl n-butyl-2-chloro-5-(3,5-dimethyl-2,6-dioxo-4-thioxo-1,3,5-triazin-1-yl)-4-fluorobenzamide